6-methoxy-N2-methyl-3-nitropyridine-2,5-diamine COC1=C(C=C(C(=N1)NC)[N+](=O)[O-])N